COC(=O)C1(CCCCC1)N=NC1(CCCCC1)C(=O)OC.BrC1=C(N=C(S1)C1CC1)CCS(=O)(=O)O.COC=1C=C2C(=CNC2=CC1)CC(=O)N(C1COC1)C 2-(5-methoxy-1H-indol-3-yl)-N-methyl-N-(oxetan-3-yl)acetamide (5-bromo-2-cyclopropyl-thiazol-4-yl)methyl-methanesulfonate Dimethyl-1,1'-azobis(1-cyclohexanecarboxylate)